C(#N)C1=NC2=CC(=CC(=C2N=C1N1C2C3C(C1)CC(C3)C2O)[C@@H](C)NC2=C(C(=O)O)C=CC=C2)C 2-(((1R)-1-(2-cyano-3-(6-hydroxyhexahydro-3,5-methanocyclopenta[b]pyrrol-1(2H)-yl)-7-methylquinoxalin-5-yl)ethyl)amino)benzoic acid